2-(2,4-Dimethoxyphenyl)-2-(1H-indol-3-yl)acetic acid ethyl ester C(C)OC(C(C1=CNC2=CC=CC=C12)C1=C(C=C(C=C1)OC)OC)=O